BrC1=CC(=C(\C=C/2\C(N(C(C2)=O)CCCCCCC(=O)[O-])=O)C=C1)OC (E)-7-(3-(4-bromo-2-methoxybenzylidene)-2,5-dioxopyrrolidinyl)heptanoate